6-[(8,8-Dimethyl-6-oxo-7H-xanthen-3-yl)-ethyl-amino]hexanoic acid CC1(CC(C=C2OC=3C=C(C=CC3C=C12)N(CCCCCC(=O)O)CC)=O)C